ClC1=C(N(C2=CC=CC=C2)C2=CC=CC=C2)C=CC=C1N1C2=C([Si](C3=C1C=CC=C3)(C3=CC=CC=C3)C3=CC=CC=C3)C=CC=C2 2-chloro-3-(10,10-diphenyldibenzo[b,e][1,4]azasilin-5(10H)-yl)-N,N-diphenylaniline